C(C1=CC=CC=C1)OC=1C=C(C=CC1F)N1N=CC2=CC(=CC=C12)Br 1-(3-(Benzyloxy)-4-fluorophenyl)-5-bromo-1H-indazole